COC=1SC(=CN1)C=1C=C(C=CC1)NC(=O)C1CCC(CC1)C(=O)NS(=O)(=O)C N1-(3-(2-methoxythiazol-5-yl)phenyl)-N4-(methylsulfonyl)cyclohexane-1,4-dicarboxamide